5-Fluoro-3-phenyl-2-[(1S)-1-(9H-purin-6-ylamino)ethyl]-4(3H)-quinazolinone FC1=C2C(N(C(=NC2=CC=C1)[C@H](C)NC1=C2N=CNC2=NC=N1)C1=CC=CC=C1)=O